4-cyclohexene-1,2-dicarboxylic anhydride C12C(CC=CC1)C(=O)OC2=O